tert-butyl (2-fluoro-4-((3-nitro-6-phenylpyridin-2-yl)amino)phenyl)carbamate FC1=C(C=CC(=C1)NC1=NC(=CC=C1[N+](=O)[O-])C1=CC=CC=C1)NC(OC(C)(C)C)=O